3,5-difluoro-4-nitrobenzyl-carbonyl chloride FC=1C=C(CC(=O)Cl)C=C(C1[N+](=O)[O-])F